FC1=C(C=CC(=C1)[N+](=O)[O-])N1CC(NCC1)=O 4-(2-fluoro-4-nitrophenyl)piperazin-2-one